ethyl 2-[4-(6-{3-[2-(methoxymethoxy) phenyl] cinnolin-6-yl}-2,6-diazaspiro[3.3]heptan-2-yl) pyrazol-1-yl]-3-methylbutanoate COCOC1=C(C=CC=C1)C=1N=NC2=CC=C(C=C2C1)N1CC2(CN(C2)C=2C=NN(C2)C(C(=O)OCC)C(C)C)C1